FC1=CC=C2C(C3(CC3)COC2=C1)=O 7-fluorospiro[chromane-3,1'-cyclopropan]-4-one